2,3-dipropyl-1,4-cyclohexanedicarboxylic acid C(CC)C1C(CCC(C1CCC)C(=O)O)C(=O)O